(1S,3R,4R)-3-[(tert-Butoxycarbonyl)amino]-4-(methoxymethoxy)cyclopentane-1-carboxylic acid methyl ester COC(=O)[C@H]1C[C@H]([C@@H](C1)OCOC)NC(=O)OC(C)(C)C